3-(4-bromophenyl)thiazol-2(3H)-imine BrC1=CC=C(C=C1)N1C(SC=C1)=N